[4-[(E)-2-[3,5-bis[[(4R)-2,4-dimethyl-1,3-dioxane-2-carbonyl]oxy]phenyl]vinyl]phenyl] (4R)-2,4-dimethyl-1,3-dioxane-2-carboxylate CC1(OCC[C@H](O1)C)C(=O)OC1=CC=C(C=C1)\C=C\C1=CC(=CC(=C1)OC(=O)C1(OCC[C@H](O1)C)C)OC(=O)C1(OCC[C@H](O1)C)C